(3S,4R)-1-(3,4,5-trimethoxyphenyl)-4-(2-selenocyanoethoxy-4-methoxyphenyl)-3-hydroxymethylazetidin-2-one COC=1C=C(C=C(C1OC)OC)N1C([C@@H]([C@@H]1C1=C(C=C(C=C1)OC)OCC[Se]C#N)CO)=O